((S)-4-acryloyl-2-methylpiperazin-1-yl)-7-(2-fluoro-6-methoxyphenyl)-1-(2-isopropyl-4-methylpyridin-3-yl)-2-oxo-1,2-dihydropyrido[2,3-d]pyrimidine-6-carbonitrile C(C=C)(=O)N1C[C@@H](N(CC1)C=1C2=C(N(C(N1)=O)C=1C(=NC=CC1C)C(C)C)N=C(C(=C2)C#N)C2=C(C=CC=C2OC)F)C